CN(C(C1=CC=C(C=C1)C1=CC=CC=2N1N=CC2C(=O)N2CCCCC2)=O)C N,N-dimethyl-4-(3-(piperidine-1-carbonyl)pyrazolo[1,5-a]pyridin-7-yl)benzamide